5-chloro-2-((4-fluoro-2-methyl-phenyl)amino)-nicotinic acid ClC=1C=NC(=C(C(=O)O)C1)NC1=C(C=C(C=C1)F)C